NCCCC=1C(NC(N([C@H]2[C@H](O)[C@H](O)[C@@H](CO)O2)C1)=O)=O 5-(aminopropyl)uridine